2-((1H-benzo[d]imidazol-2-yl)(5-chloro-2-hydroxyphenyl)methyl)-6-(4-(pyridin-4-yl)phenyl)isoindolin-1-one N1C(=NC2=C1C=CC=C2)C(N2C(C1=CC(=CC=C1C2)C2=CC=C(C=C2)C2=CC=NC=C2)=O)C2=C(C=CC(=C2)Cl)O